COC(\C=C\CC[C@@H](C(=O)NC=1C(N(C=CC1)CC12CC3(CC(CC(C1)C3)C2)O)=O)NC(=O)C=2OC3=C(C2C)C=CC=C3)=O.CC3=CC(=CC=C3)S(=O)(=O)N meta-toluenesulfonamide (6S,E)-methyl-7-(1-((3-hydroxy-1-adamantyl)methyl)-2-oxo-1,2-dihydropyridin-3-ylamino)-6-(3-methylbenzofuran-2-carboxamido)-7-oxohept-2-enoate